[N+](=O)([O-])C=1C=C(C=C2C=C(NC12)C1=CC=CC=C1)CC#N 2-(7-nitro-2-phenyl-1H-indol-5-yl)acetonitrile